FC(C(=O)O)(F)F.N[C@H]1CC=CC[C@@H]1C1=C(C2=NC(=CC(=C2S1)NCC=1SC=CC1)Cl)C#CC[C@@H](CO)O (S)-5-(2-((1S,6S)-6-aminocyclohex-3-en-1-yl)-5-chloro-7-((thiophen-2-ylmethyl)amino)thieno[3,2-b]pyridin-3-yl)pent-4-yne-1,2-diol trifluoroacetate